FC(CN1N=C(C(=C1)C=1C(=C(C(=CC1)O)N1CC(NS1(=O)=O)=O)F)F)F 5-(3-(1-(2,2-difluoroethyl)-3-fluoro-1H-pyrazol-4-yl)-2-fluoro-6-hydroxyphenyl)-1,2,5-thiadiazolidin-3-one 1,1-dioxide